FC1(CCN(CCC1)C=1C=NC2=C(CCNCC2)N1)F 2-(4,4-difluoroazepan-1-yl)-6,7,8,9-tetrahydro-5H-pyrazino[2,3-d]azepine